C(C)(C)C1=CNC2=NC=C(C=C21)C=2C=C1CCN(CC1=C(C2)[C@H]2N(CCC2)C(=O)OC(C)(C)C)C(COC)=O tert-butyl (S)-2-(6-(3-isopropyl-1H-pyrrolo[2,3-b]pyridin-5-yl)-2-(2-methoxyacetyl)-1,2,3,4-tetrahydroisoquinolin-8-yl)pyrrolidine-1-carboxylate